OC[C@H](C1=CC=CC=C1)NC1=NC(=NC=C1C1=NC2(CO1)CCOCC2)NC2=CC=C1C(NN(C1=C2)C)=O (S)-6-((4-((2-hydroxy-1-phenylethyl)amino)-5-(3,8-dioxa-1-azaspiro[4.5]dec-1-en-2-yl)pyrimidin-2-yl)amino)-1-methyl-1,2-dihydro-3H-indazol-3-one